BrC1=CC=C(C=C1)N=NC1=CC=C(N(CCCCC)CCCCC)C=C1 4-((4-bromophenyl)diazenyl)-N,N-dipentylaniline